FC1=C(C=CC=C1N1CCC(CC1)N1C(CCC1)=O)B(O)O 2-fluoro-3-[4-(2-oxopyrrolidin-1-yl)piperidin-1-yl]phenylboronic acid